C(#N)C=1C=NN2C1C(=CC(=C2)OCC)C=2C=CC(=NC2)N2CCC(CC2)(C)NC(C2=CN=CC=C2)=O N-(1-(5-(3-cyano-6-ethoxypyrazolo[1,5-a]pyridin-4-yl)pyridin-2-yl)-4-methylpiperidin-4-yl)nicotinamide